NC1=NC=NN2C1=C(C=C2C=2C=NC(=C(C(=O)N[C@@H]1CN(C[C@@H]1F)S(=O)(=O)CC1=CC=CC=C1)C2)OC([2H])([2H])[2H])CN2CC(C2)(F)F 5-{4-amino-5-[(3,3-difluoroazetidin-1-yl)methyl]pyrrolo[2,1-f][1,2,4]triazin-7-yl}-N-[(3R,4S)-4-fluoro-1-phenylmethanesulfonylpyrrolidin-3-yl]-2-(methoxy-d3)nicotinamide